2-(2-chlorophenyl)-N-(4-[1-(difluoromethyl)-5-(trifluoromethyl)-1H-pyrazol-4-yl]-3-{[(dimethylamino)methylene]Sulfamoyl}phenyl)acetamide ClC1=C(C=CC=C1)CC(=O)NC1=CC(=C(C=C1)C=1C=NN(C1C(F)(F)F)C(F)F)S(N=CN(C)C)(=O)=O